N1=CC=NC2=CC(=CC=C12)C1=CNC=2N=C(N=CC21)NC2CCC(CC2)N2C(CCC2)=O 1-((1s,4s)-4-((5-(quinoxalin-6-yl)-7H-pyrrolo[2,3-d]pyrimidin-2-yl)amino)cyclohexyl)pyrrolidin-2-one